COC1=CC=C(C=C1)N1CCC(CC1)C1=NNC(=C1)C=1C=CNC1 4-(3-(1-(4-methoxyphenyl)piperidin-4-yl)-1H-pyrazol-5-yl)-1H-pyrrole